N-((5-fluoro-6-((2-methyloxazol-4-yl)methoxy)-1H-indol-2-yl)methyl)cyclopropanecarboxamide FC=1C=C2C=C(NC2=CC1OCC=1N=C(OC1)C)CNC(=O)C1CC1